CC1=CC2=C(C3=CC(=CC=C3C(=C2C=C1)OC(CCCCC)=O)C)OC(CCCCC)=O 2,7-dimethyl-9,10-bis(n-hexanoyloxy)anthracene